(R)-1-(2,6-dichlorophenyl)-4-((4-(3-fluoropyrrolidine-1-carbonyl)phenyl)amino)-1H-pyrazole-3-carboxamide ClC1=C(C(=CC=C1)Cl)N1N=C(C(=C1)NC1=CC=C(C=C1)C(=O)N1C[C@@H](CC1)F)C(=O)N